N-ethyl-N-(2,3,5-trifluorobenzyl)cyclohexanecarboxamide C(C)N(C(=O)C1CCCCC1)CC1=C(C(=CC(=C1)F)F)F